BrC1=CN(C=2N=CN=C(C21)Cl)[C@@H]2C[C@@H]([C@@H]1[C@H]2OC(O1)(C)C)C(=O)O (3aR,4S,6R,6aS)-6-{5-bromo-4-chloropyrrolo[2,3-d]pyrimidin-7-yl}-2,2-dimethyl-tetrahydro-3aH-cyclopenta[d][1,3]dioxole-4-carboxylic acid